C(N)(=O)NC=1C=C(C=CC1)C(C)(C)NC(=O)C1=NN(C2=CC=CC=C12)CC1CCOCC1 N-{2-[3-(carbamoylamino)phenyl]Propan-2-yl}-1-(oxacyclohex-4-ylmethyl)-1H-indazole-3-carboxamide